N-(1,4-dimethyl-pentyl)-N'-phenyl-p-phenylenediamine CC(CCC(C)C)NC1=CC=C(C=C1)NC1=CC=CC=C1